trans-3-amino-1-methylcyclobutane-1-carboxylic acid methyl ester HCl salt Cl.COC(=O)C1(CC(C1)N)C